CC/C=C\C/C=C\C/C=C\CCCCCCCC(=O)OC[C@H](COP(=O)(O)OC[C@@H](C(=O)O)N)OC(=O)CCC/C=C\C/C=C\C/C=C\C/C=C\C/C=C\CC 1-(9Z,12Z,15Z-octadecatrienoyl)-2-(5Z,8Z,11Z,14Z,17Z-eicosapentaenoyl)-glycero-3-phosphoserine